3-(2-amino-2-methyl-propoxy)-5-amino-1H-1,2,4-thiadiazole NC(COC1=NSC(=N1)N)(C)C